C(=O)(C(O)C(O)C(=O)O)OCC[N+](C)(C)C Choline (bitartrate)